6-bromo-7-fluoro-2-methylbenzo[d]thiazole BrC1=C(C2=C(N=C(S2)C)C=C1)F